N=1C=NN2C1C=CC(=C2)C=2N=C(NC2C2=NC(=CC=C2)C)CNC(=O)C2CCCCC2 N-((4-([1,2,4]triazolo[1,5-a]pyridin-6-yl)-5-(6-methylpyridin-2-yl)-1H-imidazol-2-yl)methyl)cyclohexanecarboxamide